(R)-2-(3-(6-(piperidin-3-ylamino)pyridin-2-yl)imidazo[1,2-a]pyrazin-6-yl)-1,2-thiazinane 1,1-dioxide N1C[C@@H](CCC1)NC1=CC=CC(=N1)C1=CN=C2N1C=C(N=C2)N2S(CCCC2)(=O)=O